6-((2-((1H-pyrazol-3-yl)methyl)-4-methyl-5-oxo-4H-thiazolo[5',4':4,5]pyrrolo[2,3-d]pyridazin-6(5H)-yl)methyl)nicotinamide N1N=C(C=C1)CC=1SC2=C(N(C=3C(N(N=CC32)CC3=NC=C(C(=O)N)C=C3)=O)C)N1